NC(C(=O)[O-])C1=C(C(=CC=C1)OC(F)(F)F)F.[Li+] lithium 2-amino-2-(2-fluoro-3-(trifluoromethoxy)phenyl)acetate